4-bromo-4-cyclooctene BrC=1CCCCCCC1